tert-butyl 6-((6-(difluoromethyl)-2-methylpyridin-3-yl)sulfonyl)-2,6-diazaspiro[3.3]heptane-2-carboxylate FC(C1=CC=C(C(=N1)C)S(=O)(=O)N1CC2(CN(C2)C(=O)OC(C)(C)C)C1)F